(R)-3-(1-(3-((4-methyl-5-(pyrimidin-4-yl)-4H-1,2,4-triazol-3-yl)methylamino)benzamido)ethyl)benzoic acid CN1C(=NN=C1C1=NC=NC=C1)CNC=1C=C(C(=O)N[C@H](C)C=2C=C(C(=O)O)C=CC2)C=CC1